Cl.COC[C@@H]1N(C[C@H](NC1)C)CC(=O)N1CC(C=2C=NC(=CC21)CC2=CC(=CC=C2)OC)(C)C 2-[(2R,5R)-2-(Methoxymethyl)-5-methylpiperazin-1-yl]-1-{6-[(3-methoxyphenyl)methyl]-3,3-dimethyl-1H,2H,3H-pyrrolo[3,2-c]pyridin-1-yl}ethan-1-one, hydrochloride salt